(1R,3S)-3-(3-((6-methoxypyrazine-2-yl)amino)-1H-pyrazol-5-yl)cyclopentyl(1-methylcyclopropyl)carbamate COC1=CN=CC(=N1)NC1=NNC(=C1)[C@@H]1C[C@@H](CC1)N(C([O-])=O)C1(CC1)C